FC(C(=O)O)(F)F.O[C@H]([C@@H](C)NC([C@@H]([C@H]([C@H]1NCCC1)OC)C)=O)C1=CC=CC=C1 (2R,3R)-N-((1S,2R)-1-hydroxy-1-phenylpropan-2-yl)-3-methoxy-2-methyl-3-((S)-pyrrolidin-2-yl)propionamide trifluoroacetate